(trans-3-(2-(4-(2,3-dichlorophenyl)piperazine-1-yl)ethyl)cyclobutyl)oxazole-2-formamide ClC1=C(C=CC=C1Cl)N1CCN(CC1)CC[C@@H]1C[C@H](C1)C=1N=C(OC1)C(=O)N